4-((4'-carbamoyl-5-hydroxy-2'-methyl-[1,1'-biphenyl]-3-yl)methyl)-N-((S)-1-(4-cyanophenyl)ethyl)morpholine-3-carboxamide C(N)(=O)C1=CC(=C(C=C1)C1=CC(=CC(=C1)O)CN1C(COCC1)C(=O)N[C@@H](C)C1=CC=C(C=C1)C#N)C